6-chloro-5-(2-fluoro-5-hydroxyphenyl)-1,7-dimethyl-1,3-dihydro-2H-benzo[e][1,4]diazepin-2-one ClC1=C(C=CC=2N(C(CN=C(C21)C2=C(C=CC(=C2)O)F)=O)C)C